ClC=1C=NC=C(C1NC(=O)C=1C=CC(=C(OCCCCCCCCCCC(=O)OC(C)(C)C)C1)OC(F)F)Cl tert-butyl 11-(5-((3,5-dichloropyridin-4-yl)carbamoyl)-2-(difluoromethoxy)phenoxy)undecanoate